4,6-bis(phenylazo)resorcinol C1(=CC=CC=C1)N=NC1=C(C=C(O)C(=C1)N=NC1=CC=CC=C1)O